CN1N=NC(=C1NC(O[C@H](C)C=1C(=NC=C(C1)F)Cl)=O)C1=NC(=C(C=C1)NS(=O)(=O)C)C (R)-1-(2-chloro-5-fluoropyridin-3-yl)ethyl (1-methyl-4-(6-methyl-5-(methylsulfonamido) pyridin-2-yl)-1H-1,2,3-triazol-5-yl)carbamate